methyl 2-(2-oxo-1,4-dihydroquinazolin-3-yl)acetate O=C1NC2=CC=CC=C2CN1CC(=O)OC